O1CN(CC2=C1C=CC=C2)O 2H-benzo[e][1,3]oxazin-3(4H)-ol